2-((3,5-dicyano-4-ethyl-6-(3-fluoro-4-(methylamino)piperidin-1-yl)pyridin-2-yl)sulfanyl)-2-phenylacetamide C(#N)C=1C(=NC(=C(C1CC)C#N)N1CC(C(CC1)NC)F)SC(C(=O)N)C1=CC=CC=C1